FC(C1CN(C1)C(CN1N=CC2=NC=C(C=C21)C2=CC(=CC=C2)C(F)(F)F)=O)(F)F 1-[3-(Trifluoromethyl)azetidin-1-yl]-2-[6-[3-(trifluoromethyl)phenyl]pyrazolo[4,3-b]pyridin-1-yl]ethanone